[F-].C(C)[NH+]1C(=CC=C1)CC 1,2-Diethylpyrrolium fluorid